C(C)O[Si](CCC1=CC=C(C=C1)C=C)(OCC)OCC triethoxy(4-vinylphenethyl)silane